Cl.NCCC[C@H](C(C)C)N1CC2(C1)CN(CC2)C=2N=C(N=NC2OC2=C(C(=O)N(C(C)C)CC)C=C(C=C2)F)NC (R)-2-((5-(2-(6-amino-2-methylhexan-3-yl)-2,6-diazaspiro[3.4]oct-6-yl)-3-(methylamino)-1,2,4-triazin-6-yl)oxy)-N-ethyl-5-fluoro-N-isopropylbenzamide hydrochloride